[1-(3-ethyl-3-oxetanylmethoxy)ethyl] phenyl ether C1(=CC=CC=C1)OC(C)OCC1(COC1)CC